C1NCCC2=CC=C(C=C12)N1N=C(C=2C1=NC(=NC2)N)N (1,2,3,4-tetrahydroisoquinolin-7-yl)-1H-pyrazolo[3,4-d]pyrimidine-3,6-diamine